1-[3-(2,2-difluoro-1-hydroxy-ethyl)-6-[6-[(6-methyl-pyridazin-3-yl)amino]benzimidazol-1-yl]-2-pyridyl]-5-methyl-pyrazole-3-carbonitrile FC(C(O)C=1C(=NC(=CC1)N1C=NC2=C1C=C(C=C2)NC=2N=NC(=CC2)C)N2N=C(C=C2C)C#N)F